[N+](=O)([O-])C1CCC(CN1)N1CC(OCC1)C(C)(C)NC1CC1 N-(2-(4-(6-nitropiperidin-3-yl)morpholin-2-yl)propan-2-yl)cyclopropylamine